BrCCC1=CC(=CC=C1)C(F)(F)F 1-(2-bromoethyl)-3-(trifluoromethyl)benzene